CC1=C2CC(CN(C2=CC=C1)C(=O)C1=C(C=CC(=C1)N1N=C(N=C1)C(C)C)OC)C(F)(F)F [3,4-dihydro-5-methyl-3-(trifluoromethyl)-1(2H)-quinolinyl][2-methoxy-5-[3-(1-methylethyl)-1H-1,2,4-triazol-1-yl]phenyl]methanone